ClC1=C(C(=CC=C1)Cl)N1CC(C1)C=1C=C2CC[C@H](C2=CC1)N1CCC(CC1)C(=O)OC |r| racemic-methyl 1-(5-(1-(2,6-dichlorophenyl)azetidin-3-yl)-2,3-dihydro-1H-inden-1-yl)piperidine-4-carboxylate